(1R,2S)-2-(3-{[2-(2-hydroxy-2-methylpropyl)-5-methoxy-6-(morpholin-4-yl)pyrimidin-4-yl]amino}-1H-indazol-6-yl)-5'-methoxy-1'H-spiro[cyclopropane-1,3'-indol]-2'-one OC(CC1=NC(=C(C(=N1)NC1=NNC2=CC(=CC=C12)[C@@H]1C[C@@]12C(NC1=CC=C(C=C21)OC)=O)OC)N2CCOCC2)(C)C